4-amino-6-ethoxy-N-[4-(methoxymethyl)phenyl]-7-(1-Methylcyclopropyl)-7H-pyrrolo[2,3-d]pyrimidin-5-carboxamide NC=1C2=C(N=CN1)N(C(=C2C(=O)NC2=CC=C(C=C2)COC)OCC)C2(CC2)C